4-(isoquinolin-6-yloxy)piperidine-1-carboxylic acid tert-butyl ester C(C)(C)(C)OC(=O)N1CCC(CC1)OC=1C=C2C=CN=CC2=CC1